CC1=NC2=CC=CC=C2C(=C1)N[C@@H](CC1=CC=CC=C1)C(=O)OC Methyl (2-methylquinolin-4-yl)-L-phenylalaninate